Tert-butyl-4-(5-((4-((2-(dimethylphosphoryl)phenyl)amino)pyrimidin-2-yl)amino)-1H-indazol-3-yl)piperidine-1-carboxylate C(C)(C)(C)OC(=O)N1CCC(CC1)C1=NNC2=CC=C(C=C12)NC1=NC=CC(=N1)NC1=C(C=CC=C1)P(=O)(C)C